[C@@H]1([C@H](O)[C@@H](O)[C@H](O)[C@H](O1)CO)O[C@@H]([C@H](C=O)O)[C@@H](O)[C@@H](O)C [β-D-glucopyranosyl-(1→3)]-L-rhamnose